NC1=NC=CC=2C3=CC=C(C=C3NC12)OC 1-Amino-7-Methoxy-9H-β-Carboline